dimethylsilylenebis(trimethylcyclopentadienyl)zirconium dichloride [Cl-].[Cl-].C[Si](=[Zr+2](C1(C(=C(C=C1)C)C)C)C1(C(=C(C=C1)C)C)C)C